P(=O)#P1NP=NPN1 phosphorylcyclotriphosphazene